6-Methyl-N-[4-(1-methyl-pyrrolidin-3-yl)-phenyl]-5-(4-pyridin-3-yl-pyrimidin-2-ylamino)-nicotinamide CC1=NC=C(C(=O)NC2=CC=C(C=C2)C2CN(CC2)C)C=C1NC1=NC=CC(=N1)C=1C=NC=CC1